C(C=C)C=1CCCCN(C1C(=C(C)O)C(C)=O)S(=O)(=O)CC 6-allyl-7-(1-acetyl-2-hydroxy-1-propenyl)-1-ethanesulfonyl-2,3,4,5-tetrahydro-1H-azepine